[Ti].[Au].[Au].[Ti] titanium-gold-gold-titanium